ClC=1C=CC(=C(C1)C=1C(=CC2=C(N(CN=C2N2[C@H](CN(CC2)C(C=C)=O)C)C2=C(C=CC=C2C(C)C)C)N1)F)O 7-(5-chloro-2-hydroxyphenyl)-6-fluoro-1-(2-methyl-6-(2-propanyl)phenyl)-4-((2S)-2-methyl-4-(2-propenoyl)-1-piperazinyl)pyrido[2,3-d]pyrimidin